1-(4-(difluoromethoxy)-2-fluorophenyl)-3-(isoquinolin-4-yl)-2-oxoimidazoline-4-carbonitrile FC(OC1=CC(=C(C=C1)N1C(N(C(C1)C#N)C1=CN=CC2=CC=CC=C12)=O)F)F